3-(oxolan-3-ylmethyl)-1,3-benzodiazole-5-carboxylic acid O1CC(CC1)CN1C=NC2=C1C=C(C=C2)C(=O)O